CCCCCCC[C@H](C)O (S)-(+)-2-nonanol